C1(CC1)C1=C(C(=NO1)C=1C(=NC=CC1)C(F)(F)F)CP(OCC)(OCC)=O diethyl ((5-cyclopropyl-3-(2-(trifluoromethyl)pyridin-3-yl)isoxazol-4-yl)methyl)phosphonate